[Pt].CN1C=NC2=C1C=CC=C2C2=C(N=C(C(=N2)C(=O)N)NC2=CC=C(C=C2)N2CCOCC2)NCC2COC2 6-(1-methylbenzimidazol-4-yl)-3-(4-morpholinoanilino)-5-(oxetan-3-ylmethylamino)pyrazine-2-carboxamide Platinum